COC1=CC=CC2=C1N=CO2 4-methoxybenzo[d]oxazol